FC1=C(C=CC(=C1)F)C1=CC(=CC(=C1)OC)[C@H](CC(=O)OCC)NC(=O)NC=1C(N(C(=CC1O)C)C)=O ethyl (S)-3-(2',4'-difluoro-5-methoxybiphenyl-3-yl)-3-(3-(4-hydroxy-1,6-dimethyl-2-oxo-1,2-dihydropyridin-3-yl)ureido)propanoate